CC1(CCN2C1NC=1C=CC(=CC1C2=O)C(F)(F)F)C 3,3-dimethyl-7-(trifluoromethyl)-1,2,3,3a,4,9-hexahydropyrrolo[2,1-b]quinazolin-9-one